2-cyclopropyl-4-((1S,2S)-2-(4,4,5,5-tetramethyl-1,3,2-dioxaborolan-2-yl)cyclopropyl)benzonitrile C1(CC1)C1=C(C#N)C=CC(=C1)[C@@H]1[C@H](C1)B1OC(C(O1)(C)C)(C)C